O=C1NC(CC[C@@H]1N1C(C2=CC=C(C=C2C1=O)N1CCN(CC1)CCCOC1=CC=C(CNC2=C3N=CN(C3=NC=N2)C2CC(C2)NC(C2=NC(=CC=C2)C)=O)C=C1)=O)=O N-((1s,3s)-3-(6-((4-(3-(4-(2-(2,6-dioxopiperidin-3-yl)-1,3-dioxoisoindolin-5-yl)piperazin-1-yl)propoxy)benzyl)amino)-9H-purin-9-yl)cyclobutyl)-6-methylpicolinamide